CC1(C=2C=CC(=CC2C=2C=C3C(=CC12)C=CC=C3)C3=C(C=CC=C3)[N+](=O)[O-])C 11,11-Dimethyl-3-(2-nitro-phenyl)-11H-benzo[b]fluoren